6-(2-amino-5-(3,5-dimethyl-4-(piperidine-1-carbonyl)phenyl)pyridin-3-yl)-3,4-dihydroisoquinolin-1(2H)-one NC1=NC=C(C=C1C=1C=C2CCNC(C2=CC1)=O)C1=CC(=C(C(=C1)C)C(=O)N1CCCCC1)C